4-[3-(5-bromo-2-chloro-phenyl)-1,4-oxazepan-4-yl]-6-methyl-pyrimidin-2-amine BrC=1C=CC(=C(C1)C1COCCCN1C1=NC(=NC(=C1)C)N)Cl